p-methylphenyl 2,3-dihydroxy-4-oxo-benzyl-1-thio-α-L-rhamnopyranoside OC1=C(C[C@]2(SC3=CC=C(C=C3)C)[C@H](O)[C@H](O)[C@@H](O)[C@@H](O2)C)C=CC(C1O)=O